(R)-5-bromo-2-(4-chlorobenzofuran-7-yl)-2,3-dihydrobenzo[b][1,4]dioxine BrC1=CC=CC=2O[C@@H](COC21)C2=CC=C(C=1C=COC12)Cl